BrC=1C(=NC=CC1)N1N=CC(=N1)N 2-(3-Bromopyridin-2-yl)-2H-1,2,3-triazol-4-amine